BrC1=NN(C2=C1N=CN=C2Cl)C 3-bromo-7-chloro-1-methyl-1H-pyrazolo[4,3-d]pyrimidine